N,N'-bis(4'-aminophenyl)ethylenediamine NC1=CC=C(C=C1)NCCNC1=CC=C(C=C1)N